CC(CC)CCCCCCCCCCC 3-METHYL-TETRADECANE